C(C)(C)(C)OC(=O)N1CCN(CC1)C=1C=CC=2N(C1)C(=C(N2)CC)N(C)C=2SC(=C(N2)C2=CC=C(C=C2)F)C(=O)OC 4-(2-Ethyl-3-{[4-(4-fluoro-phenyl)-5-methoxycarbonyl-thiazol-2-yl]-methyl-amino}-imidazo[1,2-a]pyridin-6-yl)-piperazine-1-carboxylic acid tert-butyl ester